C1(CCCCC1)ON=C1CCC12C1C34CCN(C(C3(CC2)O)CC2=CC=C(C(=C24)O1)O)CC1CC1 3'-(cyclopropylmethyl)-4a',9'-dihydroxy-2',3',4',4a',5',6'-hexahydro-1'H,7a'H-spiro[cyclobutane-1,7'-[4,12]methanobenzofuro[3,2-e]isoquinolin]-2-one O-cyclohexyloxime